[Zr].[Zn].[Mg] magnesium-zinc-zirconium